5-{3-[1-(4-amino-3-methyl-1H-pyrazolo[3,4-d]pyrimidin-1-yl)ethyl]-5-chloro-6-cyano-2-ethoxyphenyl}-N-methylpyridine NC1=C2C(=NC=N1)N(N=C2C)C(C)C=2C(=C(C(=C(C2)Cl)C#N)C=2C=CCN(C2)C)OCC